C\C(=C/CC=1C(C(=C(C(C1C)=O)OC)OC)=O)\CC\C=C(\CC\C=C(\CC\C=C(\CC\C=C(\CC\C=C(\CC\C=C(\CC\C=C(\CC\C=C(\CCC=C(C)C)/C)/C)/C)/C)/C)/C)/C)/C [(2E,6E,10E,14E,18E,22E,26E,30E,34E)-3,7,11,15,19,23,27,31,35,39-Decamethyltetraconta-2,6,10,14,18,22,26,30,34,38-decaenyl]-5,6-dimethoxy-3-methylcyclohexa-2,5-diene-1,4-dione